5-(2-Chlorobenzyl)-3-formyl-4-oxo-4,5,6,7-tetrahydropyrazolo[1,5-a]pyrazine-2-carboxylic acid (5-difluoromethyl[1,3,4]thiadiazol-2-yl)amide FC(C1=NN=C(S1)NC(=O)C1=NN2C(C(N(CC2)CC2=C(C=CC=C2)Cl)=O)=C1C=O)F